Cl.BrC1=C(N=C(C2=C1OCC(N2)=O)N2CCC(CC2)NC(O)=O)C2=CC(=C(C=C2)C#N)F 1-(8-bromo-7-(4-cyano-3-fluorophenyl)-3-oxo-3,4-dihydro-2H-pyrido[4,3-b][1,4]oxazin-5-yl)piperidin-4-ylcarbamate hydrochloride